7-methoxy-N-{[(2R)-oxolan-2-yl]methyl}-6-[3-(pyrrolidin-1-yl)propoxy]-1H,2H,3H-cyclopenta[b]quinolin-9-amine COC1=CC=2C(=C3C(=NC2C=C1OCCCN1CCCC1)CCC3)NC[C@@H]3OCCC3